C1(CC1)S(=O)(=NC1=CC=C(C=C1)C1=NOC(=N1)C(F)(F)F)C cyclopropyl(methyl)((4-(5-(trifluoromethyl)-1,2,4-oxadiazol-3-yl)phenyl)imino)-λ6-sulfanone